divalproate CCCC(CCC)C(=O)O.CCCC(CCC)C(=O)[O-].[Na+]